C(C(=O)O)(=O)O.NC1CN(CCC1)C(=O)OC(C)(C)C tert-butyl 3-aminopiperidine-1-carboxylate oxalic acid salt